Dimethyl (6-methoxy-2-methylpyrimidin-4-yl)(methyl)propanedioate COC1=CC(=NC(=N1)C)C(C(=O)OC)(C(=O)OC)C